tert-butyl (S)-(2-(bicyclo[1.1.1]pentan-1-ylamino)-1-cyclopentyl-2-oxoethyl)carbamate C12(CC(C1)C2)NC([C@H](C2CCCC2)NC(OC(C)(C)C)=O)=O